(8-hydroxyquinoline) lithium [Li].OC=1C=CC=C2C=CC=NC12